FC(C=1C=CC=2N(C1)N=CC2C(=O)OCC)F Ethyl 6-(difluoromethyl)pyrazolo[1,5-a]pyridine-3-carboxylate